ruthenium (III) pentylene dichloride C(CCCCCl)Cl.[Ru+3]